7-Chloro-1-(4-methoxybenzyl)-5-[2-(methylamino)ethoxy]pyrido[4,3-d]pyrimidine-2,4(1H,3H)-dione ClC1=CC=2N(C(NC(C2C(=N1)OCCNC)=O)=O)CC1=CC=C(C=C1)OC